5-(4-hydroxy-1-(2,2,2-trifluoroethyl)piperidin-4-yl)thiophen OC1(CCN(CC1)CC(F)(F)F)C1=CC=CS1